FC=1C(=C(OC=2N=NC(=C(C2C(=O)NC2=CC(=CC=C2)S(=O)(=N)C)C)C(F)(F)F)C=CC1F)OC 3-(3,4-difluoro-2-methoxy-phenoxy)-5-methyl-N-[3-(methylsulfonimidoyl)phenyl]-6-(trifluoromethyl)pyridazine-4-carboxamide